N-(3-(3-hydroxy-3-methyl-1-(4-methyl-4H-1,2,4-triazol-3-yl)cyclobutyl)phenyl)-7-methyl-4-(((S)-3-methylpiperidin-1-yl)methyl)-6,7-dihydro-5H-cyclopenta[b]pyridine-2-carboxamide OC1(CC(C1)(C1=NN=CN1C)C=1C=C(C=CC1)NC(=O)C1=CC(=C2C(=N1)C(CC2)C)CN2C[C@H](CCC2)C)C